FC1=CC=C2C=C(C(=NC2=C1F)C)OC1=C(C(=CC=C1)F)C(C)(C)O 2-[2-[(7,8-difluoro-2-methyl-3-quinolinyl)oxy]-6-fluorophenyl]Propan-2-ol